1-amino-4-methyl-9,10-dioxo-9,10-dihydroanthracene-2,3-dicarboxylic acid NC1=C(C(=C(C=2C(C3=CC=CC=C3C(C12)=O)=O)C)C(=O)O)C(=O)O